8-(1-bromoethyl)-6-chloro-2-(ethylthio)-4H-chromen-4-one BrC(C)C=1C=C(C=C2C(C=C(OC12)SCC)=O)Cl